N-[4-Fluoro-2-methyl-5-[[(1R,2S)-2-phenylcyclopropyl]carbamoyl]phenyl]-2-methyl-1,3-thiazole-5-carboxamide FC1=CC(=C(C=C1C(N[C@H]1[C@@H](C1)C1=CC=CC=C1)=O)NC(=O)C1=CN=C(S1)C)C